bis(trimethylsilylethynyl)diphenylmethane C[Si](C)(C)C#CC(C1=CC=CC=C1)(C1=CC=CC=C1)C#C[Si](C)(C)C